C[Si](O[C@H]1C[C@H]2C=C([C@H]3[C@@H]4CC[C@H]([C@@H](CCC(=O)OC)C)[C@]4(CC[C@@H]3[C@]2(CC1)C)C)O[Si](C)(C)C)(C)C methyl 3α,7-bis(trimethylsilyloxy)-5β-cholan-6-enate